C(CC)(=O)OSC1=C(C(=NC=C1CC(CCCC)CC)N)Cl 2-ethylhexyl-((2-amino-3-chloropyridin-4-yl) thio) propanoate